N1=C(C=CC=C1)CC(=O)O 2-PYRIDYLACETIC ACID